(3S)-1,3-dihydrospiro[indene-2,4'-piperidine]-3-amine dihydrochloride Cl.Cl.N1CCC2(CC1)CC1=CC=CC=C1[C@H]2N